(S)-1,3-dimethyl-2,3-dihydro-1H-pyrido[2,3-b][1,4]oxazine CN1C2=C(O[C@H](C1)C)N=CC=C2